CC(CO)(CO)CO pentaglycerine